2-((3-chloro-4-methylphenyl)amino)-N-((5-(2,6-dioxopiperidin-3-yl)-6-oxo-5,6-dihydro-4H-thieno[2,3-c]pyrrol-3-yl)methyl)acetamide ClC=1C=C(C=CC1C)NCC(=O)NCC1=CSC=2C(N(CC21)C2C(NC(CC2)=O)=O)=O